C(N)(=O)N1CCN(CC1)C1=CC=C(C=C1)NC(=O)C=1N=C(NC1)C=1N(C=NC1C1=CC=C(C=C1)F)C(C)C N-(4-(4-carbamoylpiperazin-1-yl)phenyl)-5'-(4-fluorophenyl)-3'-isopropyl-1H,3'H-[2,4'-biimidazole]-4-carboxamide